CC=1NC2=CC=CC=C2C1C(=O)NCC=1C(NC(=CC1SC([2H])([2H])[2H])C)=O 2-methyl-N-((6-methyl-4-((methyl-d3)thio)-2-oxo-1,2-dihydropyridin-3-yl)methyl)-1H-indole-3-carboxamide